Tert-butyl-N-[[3-[4-[[(3R,4S)-4-fluoro-1-methyl-3-piperidyl]amino]-1-(2,2,2-trifluoroethyl)indol-2-yl]-1,2,4-oxadiazol-5-yl]methyl]pyrazole-4-carboxamide C(C)(C)(C)C1=NNC=C1C(=O)NCC1=NC(=NO1)C=1N(C2=CC=CC(=C2C1)N[C@@H]1CN(CC[C@@H]1F)C)CC(F)(F)F